C(C=C)(=O)OC(COC1=CC(=C(C(=O)C2=CC=CC=C2)C=C1)O)CCCC 4-(2-acryloyloxyhexyloxy)-2-hydroxybenzophenone